6-nitro-3,4-dihydro-1,8-naphthyridine-1(2H)-carboxylic acid tert-butyl ester C(C)(C)(C)OC(=O)N1CCCC2=CC(=CN=C12)[N+](=O)[O-]